OCC1=C2C(=NC(=C1)C(=O)NC1=CC(=CC=C1)C1(CC3(C1)CCC3)CC3=NN=CN3C)C(CC2)C 4-(hydroxymethyl)-7-methyl-N-(3-(2-((4-methyl-4H-1,2,4-triazol-3-yl)methyl)spiro[3.3]heptan-2-yl)phenyl)-6,7-dihydro-5H-cyclopenta[b]pyridine-2-carboxamide